C1OCC12CC(C2)C=O 2-oxaspiro[3.3]heptane-6-carbaldehyde